(2S)-7-chloro-2-(1,1-difluoroethyl)-2,3-dihydropyrido[2,3-f][1,4]oxazepine ClC=1C=CC2=C(C=NC[C@H](O2)C(C)(F)F)N1